2-[3,5-dichloro-4-[[3-(2-fluorophenyl)-4-hydroxy-phenyl]methyl]phenoxy]acetic acid ClC=1C=C(OCC(=O)O)C=C(C1CC1=CC(=C(C=C1)O)C1=C(C=CC=C1)F)Cl